C(=O)O.FC1=C(C=C(C=C1)C1=NC=CC=C1C=1C=CC=2N(C1)C(=CN2)C(=O)OC[C@H](CC2=CNC1=CC=CC=C21)N)C (S)-2-Amino-3-(1H-indol-3-yl)propyl 6-(2-(4-fluoro-3-methylphenyl)pyridin-3-yl)imidazo[1,2-a]pyridine-3-carboxylate formic acid salt